2-(1-chloro-cycloprop-1-yl)-1-(2-chlorophenyl)-2-hydroxy-3-(1,2,4-triazole-5-thione-1-yl)-propane ClC1(CC1)C(CC1=C(C=CC=C1)Cl)(CN1NC=NC1=S)O